ClC1=C(C(=C(C=C1)C1=CN=C2N1C=CN=C2NC2=CC(=C(C(=O)NCCCNC(OC(C)(C)C)=O)C=C2)CC)F)F tert-Butyl (3-(4-((3-(4-chloro-2,3-difluorophenyl)imidazo[1,2-a]pyrazin-8-yl)amino)-2-ethylbenzamido)propyl)carbamate